bis(diphenylphosphoryl)dibenzo[b,d]thiophene C1(=CC=CC=C1)P(=O)(C1=CC=CC=C1)C1=C(C2=C(SC3=C2C=CC=C3)C=C1)P(=O)(C1=CC=CC=C1)C1=CC=CC=C1